[3-(3-{3-[(4-methyl-4H-1,2,4-triazol-3-yl)methyl]oxetan-3-yl}phenyl)-5-(trifluoro-methyl)-1H-pyrazolo[3,4-c]pyridin-7-yl]methanol CN1C(=NN=C1)CC1(COC1)C=1C=C(C=CC1)C1=NNC2=C(N=C(C=C21)C(F)(F)F)CO